N-[2-(p-methoxyphenylsulfonyloxy)phenyl]-N'-[4-(p-methoxyphenylsulfonyloxy)phenyl]urea COC1=CC=C(C=C1)S(=O)(=O)OC1=C(C=CC=C1)NC(=O)NC1=CC=C(C=C1)OS(=O)(=O)C1=CC=C(C=C1)OC